5-(5-(4-(aminomethyl)-2-oxopyrrolidin-1-yl)-2-meth-oxybenzamido)-N-(4-fluoro-3-(tri-fluoromethyl)-phenyl)-2-methylbenzo[d]thiazole-6-carboxamide NCC1CC(N(C1)C=1C=CC(=C(C(=O)NC=2C(=CC3=C(N=C(S3)C)C2)C(=O)NC2=CC(=C(C=C2)F)C(F)(F)F)C1)OC)=O